COC1=C(C=O)C=C(C=C1)C1=CC=NC=C1 2-methoxy-5-(pyridin-4-yl)-benzaldehyde